COCCN1N=NC(=C1)CCC(=O)N1CCN(CC1)C1=NC(=NC(=C1)NC1=CC2=C(C=N1)C=NN2C(C)C)N2CCCC2 3-[1-(2-methoxyethyl)-1H-1,2,3-triazol-4-yl]-1-{4-[6-{[1-(propan-2-yl)-1H-pyrazolo[4,3-c]pyridin-6-yl]amino}-2-(pyrrolidin-1-yl)pyrimidin-4-yl]piperazin-1-yl}propan-1-one